O=S1(CCC(CC1)NC1=C2C=C(N(C2=CC=C1)CC(F)(F)F)C1=CC=C(C=C1)CNC(=O)NC1=CC=C(C=C1)S(=O)(=O)C)=O 1-[(4-{4-[(1,1-dioxo-1λ6-thian-4-yl)amino]-1-(2,2,2-trifluoroethyl)-1H-indol-2-yl}phenyl)methyl]-3-(4-methanesulfonylphenyl)urea